C(C)(C)(C)[Si](C)(C)OC[C@H]1OC=C[C@@H]1O[Si](C)(C)C(C)(C)C tert-butyl(((2R,3S)-3-((tert-butyldimethylsilyl)oxy)-2,3-dihydrofuran-2-yl)methoxy)dimethylsilane